COCC[C@@H]1N(S(OC1)(=O)=O)C(=O)OC(C)(C)C tert-butyl (S)-4-(2-methoxyethyl)-1,2,3-oxathiazolidine-3-carboxylate 2,2-dioxide